FC1=CC=C(N(C)[C@H]2[C@H](CN(CC2)C(=O)OC(C)(C)C)C)C=C1 tert-butyl (3S,4R)-4-(4-fluoro-N-methyl-anilino)-3-methyl-piperidine-1-carboxylate